2-cyclopropylpyrazole-3-carboxylic acid C1(CC1)N1N=CC=C1C(=O)O